N1(N=CC=C1)CC1=C(C=C(C(=O)NS(=O)(=N)C2=C(C=C(C=C2)OC)OC)C=C1)OC 4-((1H-pyrazol-1-yl)methyl)-N-(2,4-dimethoxyphenylsulfonimidoyl)-3-methoxybenzamide